(cis)-Ethyl 4-(2-chloro-3,4-difluorophenyl)-6-(4-(3-(methoxycarbonyl)-1-methyl-1H-pyrazol-5-yl)cyclohexyl)-2-(thiazol-2-yl)-1,4-dihydropyrimidine-5-carboxylate ClC1=C(C=CC(=C1F)F)C1N=C(NC(=C1C(=O)OCC)[C@@H]1CC[C@@H](CC1)C1=CC(=NN1C)C(=O)OC)C=1SC=CN1